N-([1,1'-biphenyl]-3-yl)thiazole-4-carboxamide C1(=CC(=CC=C1)NC(=O)C=1N=CSC1)C1=CC=CC=C1